diacetyl(cyclopentyl)azane C(C)(=O)N(C1CCCC1)C(C)=O